tert-Butyl 3-((5-bromopyrimidin-2-yl)oxy)azetidine-1-carboxylate BrC=1C=NC(=NC1)OC1CN(C1)C(=O)OC(C)(C)C